C(C)(=O)[O-].CC1=C[NH+]=C(O1)CCC 5-methyl-2-propyloxazolium acetate